OC(CO[N@+]1(CC=CC=C1)[O-])CN1CCCCC1 (E)-(S)-N-[2-hydroxy-3-(1-piperidinyl)-propoxy]-pyridine-1-oxide